N4-(1,2-dimethyl-1H-benzo[d]imidazol-5-yl)-N2-[2-(5-methoxy-1H-indol-3-yl)ethyl]pyrimidine-2,4-diamine CN1C(=NC2=C1C=CC(=C2)NC2=NC(=NC=C2)NCCC2=CNC1=CC=C(C=C21)OC)C